FC1=C(CN2C(N(N=C2)C2=CC=C(C=C2)OC2=C(N=C(S2)C2CNCC2)C)=O)C(=CC=C1)F 4-(2,6-difluorobenzyl)-2-(4-((4-methyl-2-(pyrrolidin-3-yl)thiazol-5-yl)oxy)phenyl)-2,4-dihydro-3H-1,2,4-triazol-3-one